1-(4-bromophenyl)-4,7-difluoro-6-(methoxymethoxy)-1H-indazole BrC1=CC=C(C=C1)N1N=CC2=C(C=C(C(=C12)F)OCOC)F